CC=1C=2C(C=NN1)=CN(C(C2)=O)C2(CC2)C 1-methyl-6-(1-methylcyclopropyl)pyrido[3,4-d]pyridazin-7(6H)-one